C(=O)(OC(C)(C)C)NBr Boc-aminobromide